OC(C)(C)C1=CC=C2C=3C(=CC=CC3NC2=C1)C1=C(C(=CC=C1)N1C=NC2=CC=CC=C2C1=O)C 7-(2-hydroxypropan-2-yl)-4-[2-methyl-3-(4-oxoquinazolin-3-yl)phenyl]-9H-carbazole